2-((Acryloyloxy)methyl)-2-(hydroxymethyl)propane-1,3-diyl diacrylate C(C=C)(=O)OCC(COC(C=C)=O)(CO)COC(C=C)=O